S(=O)(=O)(O)OC=C vinyl hydrogensulfate